Hexaanimine ruthenium (III) trichloride [Ru](Cl)(Cl)Cl.C(CCCCC)=N